NC12CCC(C1)(C2)NC(COC2=CC(=C(C=C2)Cl)F)=O N-(4-aminobicyclo[2.1.1]hexan-1-yl)-2-(4-chloro-3-fluorophenoxy)acetamide